(1-Benzylimidazol-4-yl)-N-[(4-methoxyphenyl)methyl]-N-methyl-4-[[5-(trifluoromethyl)-2-pyridinyl]amino]benzenesulfonamide C(C1=CC=CC=C1)N1C=NC(=C1)C1=C(C=CC(=C1)NC1=NC=C(C=C1)C(F)(F)F)S(=O)(=O)N(C)CC1=CC=C(C=C1)OC